tert-butyl (2R,5S)-4-(2-chloro-9-(methyl-d3)-9H-purin-6-yl)-2,5-dimethylpiperazine-1-carboxylate ClC1=NC(=C2N=CN(C2=N1)C([2H])([2H])[2H])N1C[C@H](N(C[C@@H]1C)C(=O)OC(C)(C)C)C